OC1=NC(=NC2=CC=C(C=C12)OC=1C=CC(=C(C1)CC(=O)N(C)C)OC)C 2-(5-((4-hydroxy-2-methylquinazolin-6-yl)oxy)-2-methoxyphenyl)-N,N-dimethylacetamide